Cl.NC(C(=O)N1CCN(CC1)C(=O)NC1=NC(N(C=C1)C1=CC=C(C=C1)CN1CCN(CC1)C(C(C)(C)N)=O)=O)(C)C 4-(2-Amino-2-methylpropanoyl)-N-[1-(4-{[4-(2-amino-2-methylpropanoyl)piperazin-1-yl]methyl}phenyl)-2-oxo-1,2-dihydropyrimidin-4-yl]piperazine-1-carboxamide hydrochloride salt